4-(10-methyl-4b-(3-methyl-1H-indol-2-yl)-12-oxo-4b,11,11a,12-tetrahydroindeno[2',1':4,5]pyrrolo[1,2-a]indol-11-yl)benzonitrile CC1=C2N(C=3C=CC=CC13)C1(C(C2C2=CC=C(C#N)C=C2)C(C2=CC=CC=C21)=O)C=2NC1=CC=CC=C1C2C